2-((3aR,5s,6aS)-5-(3,4-difluorophenoxy)hexahydrocyclopenta[c]pyrrol-2(1H)-yl)-1-(4-hydroxyphenyl)ethanone FC=1C=C(OC2C[C@@H]3[C@@H](CN(C3)CC(=O)C3=CC=C(C=C3)O)C2)C=CC1F